FC=1N(C(C2=CC=CC=C2C1)=O)C fluoro-2-methyl-1-oxoisoquinolin